ClC=1C(=NC=C(C1I)Cl)N(S(=O)(=O)CCC)COCC[Si](C)(C)C N-(3,5-dichloro-4-iodopyridin-2-yl)-N-((2-(trimethylsilyl)ethoxy)-methyl)propane-1-sulfonamide